(R)-5-(3-cyclohexyl-7-((1-(isopropylcarbamoyl)piperidin-4-yl)oxy)-2-methyl-1,1-dioxido-5-phenyl-2,3,4,5-tetrahydrobenzo[f][1,2,5]thiadiazepin-8-yl)-2-fluorobenzoic acid C1(CCCCC1)[C@H]1N(S(C2=C(N(C1)C1=CC=CC=C1)C=C(C(=C2)C=2C=CC(=C(C(=O)O)C2)F)OC2CCN(CC2)C(NC(C)C)=O)(=O)=O)C